CC1=NN2C(=NC(=CC2=N1)NC(C)=O)C=1OC(=CC1)C N-[2-methyl-5-(5-methylfuran-2-yl)-[1,2,4]triazolo[1,5-c]pyrimidin-7-yl]acetamide